BrC1=CC(=C(C=C1)C(CO[Si](C)(C)C(C)(C)C)O)C 1-(4-Bromo-2-methyl-phenyl)-2-[tert-butyl-(dimethyl)silyl]oxy-ethanol